O1C=C(C2=C1C=CC=C2)C=2C=C(OC2)C(CC(=O)OC)=O Methyl 3-(4-(benzofuran-3-yl) furan-2-yl)-3-oxopropanoate